C(C)(C)OC(=O)C=1C(=C(N2C=C(C=C2C1)C=1NC=CN1)C(C)N1CCC(CC1)N(C)C)C 5-(1-(4-(dimethylamino)piperidin-1-yl)ethyl)-2-(1H-imidazol-2-yl)-6-methylindolizine-7-carboxylic acid isopropyl ester